3-(1-methyl-1H-tetrazol-5-ylsulfanyl)-3-cephem-4-carboxylic acid CN1N=NN=C1SC=1CS[C@H]2N(C1C(=O)O)C(C2)=O